15,15-diethoxy-(5Z)-1,5-pentadecadien-3-yne C(C)OC(CCCCCCCC\C=C/C#CC=C)OCC